C(C1=CC=CC=C1)OC1=C(N=CC2=C(C=CC=C12)C1=CC(=CC=C1)Cl)Cl 4-(Benzyloxy)-3-chloro-8-(3-chlorophenyl)isoquinoline